N=1C=CN2C1C=CC(=C2)C2=CNC=1N=C(N=CC12)NC1C[C@@H]2[C@@H](CN(C2)C(C)=O)C1 1-((3aR,5s,6aS)-5-((5-(imidazo[1,2-a]pyridin-6-yl)-7H-pyrrolo[2,3-d]pyrimidin-2-yl)amino)hexahydrocyclopenta[c]pyrrol-2(1H)-yl)ethan-1-one